t-amyl methacrylate C(C(=C)C)(=O)OC(C)(C)CC